C(CCC)OC1=CC=C(C=C1)C1(C=CC2=C(O1)C=1C=C(C(=CC1C1=C2C(C2=CC(=CC=C21)C2=CC=C(C=C2)C(F)(F)F)(CCC)CCC)OC)OC)C2=CC=C(C=C2)OCCCC 3,3-bis-(4-butoxyphenyl)-6,7-dimethoxy-11-(4-trifluoromethylphenyl)-13,13-di-n-propyl-3H,13H-indeno[2',3':3,4]naphtho[1,2-b]pyran